C(C)N(CC)C1=C(C=CC=C1)O diethylaminohydroxy-benzene